C(C)(C)(C)OC(=O)N1CC=2N(CC1C)C(N(C2C(=O)O)C2=CC=C(C=C2)N2CC1(C2)CN(C1)C)=O 7-(tert-butoxycarbonyl)-6-methyl-2-(4-{6-methyl-2,6-diazaspiro[3.3]heptan-2-yl}phenyl)-3-oxo-5H,6H,8H-imidazo[1,5-a]pyrazine-1-carboxylic acid